5-hydroxy-2-(4,4,5,5-tetramethyl-1,3,2-dioxaborolan-2-yl)-benzophenone OC=1C=CC(=C(C(=O)C2=CC=CC=C2)C1)B1OC(C(O1)(C)C)(C)C